(3R)-3-[(tert-butyldimethylsilyl)oxy]-glutaric acid monomethyl ester COC(C[C@@H](CC(=O)O)O[Si](C)(C)C(C)(C)C)=O